2-(4-chloro-3-fluorophenoxy)-N-(2-hydroxy-4-{5-[(1s,3s)-3-(trifluoromethoxy)cyclobutyl]-1,3,4-oxadiazol-2-yl}bicyclo[2.2.2]octan-1-yl)acetamide ClC1=C(C=C(OCC(=O)NC23C(CC(CC2)(CC3)C=3OC(=NN3)C3CC(C3)OC(F)(F)F)O)C=C1)F